thiocarbamoyl-4-cyclobutyl-2-methylbenzoic acid methyl ester COC(C1=C(C(=C(C=C1)C1CCC1)C(N)=S)C)=O